N1C(=NC2=C1C=CC=C2)C(N2C(C1=CC(=CC=C1C2)C2=CC=C(C=C2)N2CCOCC2)=O)C2=C(C=CC(=C2)F)O 2-((1H-benzo[d]imidazol-2-yl)(5-fluoro-2-hydroxyphenyl)methyl)-6-(4-morpholinophenyl)isoindolin-1-one